ClC1=C(C(=CC(=C1)F)CO)C=1C=CC=2N(C1)C=C(N2)NC(=O)C2C(C2)F N-(6-(2-chloro-4-fluoro-6-(hydroxymethyl)phenyl)imidazo[1,2-a]pyridin-2-yl)-2-fluorocyclopropane-1-carboxamide